pyrophosphate Lithium vanadium [V+5].[Li+].[O-]P([O-])(=O)OP(=O)([O-])[O-]